4-androsten-17β-ol-3-one C[C@]12CC[C@H]3[C@H]([C@@H]1CC[C@@H]2O)CCC4=CC(=O)CC[C@]34C